ON(CC(=O)N)C 2-(hydroxy(methyl)amino)acetamide